COC(C1=C(C=C(C=C1)I)CBr)=O 2-(bromomethyl)-4-iodobenzoic acid methyl ester